7-(((S)-1-((2S,4R)-2-(((S)-1-(4H-chromeno[3,4-d]thiazol-7-yl)ethyl)formamido)-4-hydroxypyrrolidin-1-yl)-3,3-dimethyl-1-oxobutan-2-yl)amino)-7-oxoheptanoic acid methyl ester COC(CCCCCC(=O)N[C@H](C(=O)N1[C@@H](C[C@H](C1)O)NC(=O)[C@@H](C)C=1C=CC2=C(C1)OCC=1N=CSC12)C(C)(C)C)=O